4-(2-chlorophenyl)-1H-imidazole-2-amine ClC1=C(C=CC=C1)C=1N=C(NC1)N